(E)-8-(1-(tert-Butoxyimino)ethyl)-7-(4-chlorobenzyl)-1-(3-hydroxypropyl)-3-methyl-3,7-dihydro-1H-purine-2,6-dione C(C)(C)(C)O\N=C(/C)\C1=NC=2N(C(N(C(C2N1CC1=CC=C(C=C1)Cl)=O)CCCO)=O)C